4-fluoro-5-(4-fluoro-phenyl)-isoxazole-3-carboxylic acid methyl ester COC(=O)C1=NOC(=C1F)C1=CC=C(C=C1)F